BrC1=C(C=CC(=C1)Br)[N+]#[C-] 2,4-DIBROMoPHENYLISOCYANIDE